((1,2,3,5,6,7-hexahydro-s-indacen-4-yl)amino)-5-(isoxazol-3-yl)-4,5-dihydrooxazole-5-carboxylic acid cyclopentyl ester C1(CCCC1)OC(=O)C1(CN=C(O1)NC1=C2CCCC2=CC=2CCCC12)C1=NOC=C1